N-[(3R,5S)-1-(8-cyanoquinoxalin-5-yl)-5-methylpiperidin-3-yl]-2-[(2-hydroxyethyl)(methyl)amino]Acetamide C(#N)C=1C=CC(=C2N=CC=NC12)N1C[C@@H](C[C@@H](C1)C)NC(CN(C)CCO)=O